F[C@@H]1C[C@@]2([C@@H]([C@@H](CN2C1)[2H])[2H])CO ((2R,6S,7R,7aS)-2-Fluorotetrahydro-1H-pyrrolizin-7a(5H)-yl-6,7-d2)methanol